FC=1C(=CC=2C3=C(NC(C2C1)=O)COC[C@@H]3N(C(=O)C3CC1=CC(=C(C=C1C3)F)F)C)F (R)-N-(8,9-difluoro-6-oxo-1,4,5,6-tetrahydro-2H-pyrano[3,4-c]isoquinolin-1-yl)-5,6-difluoro-N-methyl-2,3-dihydro-1H-indene-2-carboxamide